3-Chloro-1-lithiopropene ClCC=C[Li]